N[C@H](C(=O)O)CC1CCC(CC1)N (S)-2-amino-3-(4-aminocyclohexyl)propanoic acid